C(C)C1=C(C(=CC=C1)CC)NC(=O)N 2,6-diethylphenylurea